ClC1=CC(=CS1)OC1C(CN(CC1)C)F 5-chloro-3-((3-fluoro-1-methylpiperidin-4-yl)oxy)thiophene